OCCC[C@H](CC(=O)OCC)C ethyl (3R)-6-hydroxy-3-methylhexanoate